O[C@@H]1[C@H]([C@H](NC1)C(=O)O)N1CCN(CCN(CCN(CC1)CC(OC(C)(C)C)=O)CC(OC(C)(C)C)=O)CC(=O)OC(C)(C)C (2S,3S,4S)-4-hydroxy-3-(4,7,10-tris(2-(tert-butoxy)-2-oxoethyl)-1,4,7,10-tetraazacyclododecan-1-yl)pyrrolidine-2-carboxylic acid